5-(1H-pyrazol-3-yl)-N-(3-(pyridin-2-yl)-1-(2-(2,2,2-trifluoroethoxy)ethyl)-1H-pyrazol-4-yl)furan-2-carboxamide N1N=C(C=C1)C1=CC=C(O1)C(=O)NC=1C(=NN(C1)CCOCC(F)(F)F)C1=NC=CC=C1